ClC1=C(OC=2N=NC(=CC2C(=O)NC2=CC(=CC=C2)S(=O)(=N)C)C(F)(F)F)C=CC(=C1)Cl 3-(2,4-dichlorophenoxy)-N-(3-(S-methylsulfonimidoyl)phenyl)-6-(trifluoromethyl)pyridazine-4-carboxamide